icosyl-icosane C(CCCCCCCCCCCCCCCCCCC)CCCCCCCCCCCCCCCCCCCC